2-Benzoquinone C1(C(C=CC=C1)=O)=O